CC1=C(C=CC=C1C)C1C(OC2=C1C=C(C=C2C(C)(C)C)C(C)(C)C)=O 3-(2,3-dimethylphenyl)-5,7-di-tert-butylbenzofuran-2-one